C(CCCCCCC)(=O)[O-].C(CCCCCCC)(=O)[O-].C(CCCCCCC)(=O)[O-].COC(=O)[Sn+3]C1=CC=CC=C1 methoxyformylphenyl-tin trioctanoate